[5-(trifluoromethyl)pyridin-2-yl]piperazin FC(C=1C=CC(=NC1)N1CCNCC1)(F)F